C1(CC1)C1=CN(C=2C(NC=CC21)=O)S(=O)(=O)C2=CC=C(C=C2)C 3-cyclopropyl-1-(4-methylphenyl)sulfonyl-6H-pyrrolo[2,3-c]pyridin-7-one